1-ethyl-2,3-dimethylimidazolium sulfate S(=O)(=O)([O-])[O-].C(C)N1C(=[N+](C=C1)C)C.C(C)N1C(=[N+](C=C1)C)C